(1S,2S,3R,5S)-3-((5-chloro-4-(4-fluoro-2-(2-hydroxypropan-2-yl)-1-isopropyl-1H-benzo[d]imidazol-6-yl)pyrimidin-2-yl)amino)-4,4-dimethyl-6,8-dioxabicyclo[3.2.1]octan-2-ol ClC=1C(=NC(=NC1)N[C@H]1[C@@H]([C@@H]2CO[C@H](C1(C)C)O2)O)C=2C=C(C1=C(N(C(=N1)C(C)(C)O)C(C)C)C2)F